FC(C1=CC=C(C=C1)C1=CC(=NC(=C1)C1=CC=C(C=C1)N)C1=CC=C(C=C1)N)(F)F 4-[4'-(trifluoromethyl)phenyl]-2,6-bis(4-aminophenyl)pyridine